FC(C(=O)O)(F)F.C(C)(=O)NCC(=O)N1CCN(CC1)CC(C(=O)N[C@H]1CN(CCC1)CC1=CC(=NC=C1)C(=O)NC1=CC=C(C=C1)C1=CC2=C(N=CN=C2N2CCOCC2)N1)=C (R)-4-((3-(2-((4-(acetylglycyl)piperazin-1-yl)methyl)acrylamido)piperidin-1-yl)methyl)-N-(4-(4-morpholino-7H-pyrrolo[2,3-d]pyrimidin-6-yl)phenyl)picolinamide trifluoroacetate